(2'S,3S,4'S,5'R)-N-(4-carbamoyl-2-methoxyphenyl)-6-chloro-4'-(2-chloro-3-fluoropyridin-4-yl)-2'-neopentylspiro[indoline-3,3'-pyrrolidine]-5'-carboxamide C(N)(=O)C1=CC(=C(C=C1)NC(=O)[C@H]1[C@@H]([C@@]2([C@@H](N1)CC(C)(C)C)CNC1=CC(=CC=C12)Cl)C1=C(C(=NC=C1)Cl)F)OC